ethyl 5-(1-(2-amino-2-oxoethyl) piperidin-4-yl)-2-(7,8-dimethyl-[1,2,4]triazolo[1,5-a]pyridin-6-yl)-3-isopropyl-1H-indole-1-carboxylate NC(CN1CCC(CC1)C=1C=C2C(=C(N(C2=CC1)C(=O)OCC)C=1C(=C(C=2N(C1)N=CN2)C)C)C(C)C)=O